C(CCCCCCC)N1SCCC1=O 2-octyl-2H-isothiazolin-3-one